Ethyl 2-((((4aR,6R,7R,7aR)-7-hydroxy-6-(4-(amino)-2-oxopyrimidin-1(2H)-yl)-2-oxidotetrahydro-4H-furo[3,2-d][1,3,2]dioxaphosphinin-2-yl)oxy)methyl)benzoate O[C@H]1[C@@H](O[C@H]2[C@@H]1OP(OC2)(=O)OCC2=C(C(=O)OCC)C=CC=C2)N2C(N=C(C=C2)N)=O